FC(SC1=C(N=C2N1C=CC=C2N[C@@H]2CNC[C@@H]2F)C#CCNC2=C(C=CC(=N2)C(=O)NC)OC)F 6-((3-(3-((difluoromethyl)thio)-8-(((3R,4S)-4-fluoropyrrolidin-3-yl)amino)imidazo[1,2-a]pyridin-2-yl)prop-2-yn-1-yl)amino)-5-methoxy-N-methylpicolinamide